C(C)[C@@H]1[C@H](C[C@@H](N(C1)C1=CC(N(C=2C=CC(=NC12)C#N)C)=O)C)OC1=CC(=CC=C1)C(F)(F)F |&1:2| 8-((2S,4S,SR)-5-ethyl-2-methyl-4-(3-(trifluoromethyl)phenoxy)piperidin-1-yl)-5-methyl-6-oxo-5,6-dihydro-1,5-naphthyridine-2-carbonitrile